FC1=NNC2=CC=C(C=C12)C#CC1=NC(=NC=C1)C1=NC(=NC=C1)N1CC2=CC=C(C=C2C1)OC(F)(F)F 3-fluoro-5-((2'-(5-trifluoromethoxyisoindolin-2-yl)-[2,4'-bipyrimidin]-4-yl)ethynyl)-1H-indazole